COC=1C2=C(N=CN1)C(=CS2)S(=O)[O-].[Na+] sodium 4-methoxythieno[3,2-d]pyrimidine-7-sulfinate